S(=O)(=O)(C1=CC=C(N=NC2=CC=C(N(C)C)C=C2)C=C1)N[C@@H](C)C(=O)O dabsyl-l-alanine